6-(5-(((1S,2S,3R,5R)-2-fluoro-8-azabicyclo[3.2.1]octan-3-yl)(methyl)amino)pyrazin-2-yl)-2-(fluoromethoxy)quinolin-7-ol F[C@H]1[C@@H]2CC[C@H](C[C@H]1N(C=1N=CC(=NC1)C=1C=C3C=CC(=NC3=CC1O)OCF)C)N2